2-((2-(phenylamino)quinazolin-4-yl)amino)ethan-1-ol C1(=CC=CC=C1)NC1=NC2=CC=CC=C2C(=N1)NCCO